COC1=CC=C(C=C1)[C@H]1[C@@H](C1)C1(CCC(CC1)N)N 1-((trans)-2-(4-methoxyphenyl)cyclopropyl)cyclohexane-1,4-diamine